F[C@@H]1CN(CC[C@@H]1NC1=C2C=C(N(C2=CC=C1)CC(F)(F)F)C#CCNC1=C(C=C(C(=O)N(C)C)C=C1)OC)C |r| rac-4-{[3-(4-{[(3R,4S)-3-fluoro-1-methylpiperidin-4-yl]amino}-1-(2,2,2-trifluoroethyl)-1H-indol-2-yl)prop-2-yn-1-yl]amino}-3-methoxy-N,N-dimethylbenzamide